C(C)N1C=CC(C2=CC(=C(C=C12)N1CCN(CC1)C(C)=O)F)=O 1-ethyl-6-fluoro-7-(4-acetylpiperazin-1-yl)-quinolin-4(1H)-one